C(#N)C1=CC(=CC2=C1SC(=C2)C=2SC(=C(N2)C)C(=O)O)C(C)(C)OCC 2-(7-cyano-5-(2-ethoxypropan-2-yl)benzo[b]thiophen-2-yl)-4-methylthiazole-5-carboxylic acid